FC1(C(C(C1(C(F)(F)F)C(F)(F)F)(F)F)(F)F)F perfluoro-4,4-dimethyl-cyclobutane